OC[C@H]1CN(CCN1)C(C=C)=O (R)-1-(3-(Hydroxymethyl)piperazin-1-yl)prop-2-en-1-one